4-amino-1-[(2R)-6-amino-2-[(2R)-2-[(2R)-2-[(3S)-3-amino-3-phenylpropionylamino]-3-phenylpropionylamino]-4-methylpentanoylamino]hexanoyl]piperidine-4-carboxylic acid NC1(CCN(CC1)C([C@@H](CCCCN)NC([C@@H](CC(C)C)NC([C@@H](CC1=CC=CC=C1)NC(C[C@@H](C1=CC=CC=C1)N)=O)=O)=O)=O)C(=O)O